8-(3-methoxyphenyl)-6-(5-methyl-4-prop-2-enoyl-2,3-dihydroquinoxalin-1-yl)pyrido[2,3-d]pyrimidin-7-one COC=1C=C(C=CC1)N1C(C(=CC2=C1N=CN=C2)N2CCN(C1=C(C=CC=C21)C)C(C=C)=O)=O